(S)-N-((1-Cyanopyrrolidin-3-yl)methyl)-3-oxo-3,4-dihydro-2H-benzo[b][1,4]oxazin-6-carboxamid C(#N)N1C[C@@H](CC1)CNC(=O)C1=CC2=C(OCC(N2)=O)C=C1